C(=C)S(=O)(=O)[O-] ethenesulfonate